1-phenylprop-2-yne C1(=CC=CC=C1)CC#C